({1-(2,4-dichlorophenyl)-5-[4-(trifluoromethyl)phenyl]-1H-pyrazol-3-yl}oxy)ethanoic acid ClC1=C(C=CC(=C1)Cl)N1N=C(C=C1C1=CC=C(C=C1)C(F)(F)F)OCC(=O)O